BrC=1C(=C(C(=NC1)N)C#CCN1CCOCC1)Cl 5-bromo-4-chloro-3-(3-morpholinoprop-1-yn-1-yl)pyridin-2-amine